[Na+].C(C)N(CC)N(S([O-])(=O)=O)C1=CC=CC=C1 (diethylamino)phenylsulfamic acid sodium salt